3-ethynylazetidin-3-ol trifluoroacetic acid salt FC(C(=O)O)(F)F.C(#C)C1(CNC1)O